C1(CC1)C1=NNC(=N1)C1CC2(CN(C2)C(=O)N2CC3(C2)CN(C3)CC3=C(C=C(C=C3)C(F)(F)F)F)C1 [6-(3-cyclopropyl-1H-1,2,4-triazol-5-yl)-2-azaspiro[3.3]heptan-2-yl]-[6-[2-fluoro-4-(trifluoromethyl)benzyl]-2,6-diazaspiro[3.3]heptan-2-yl]methanone